6-amino-5-chloro-2-cyclopropyl-4-pyrimidinecarboxylic acid NC1=C(C(=NC(=N1)C1CC1)C(=O)O)Cl